CN(C)CC1=CC=C(C=C1)[S@@](=O)(N)=NC(NC1=C2C(=NC3=C1CCC3)CCC2)=O (R)-4-((dimethylamino)methyl)-N'-((1,2,3,5,6,7-hexahydrodicyclopenta[b,e]pyridin-8-yl)carbamoyl)benzenesulfonimidamide